2-(5-ethylcyclopent-1-en-1-yl)-4,4,5,5-tetramethyl-1,3,2-dioxaborolane C(C)C1CCC=C1B1OC(C(O1)(C)C)(C)C